hydroxy-L-aspartic acid ON[C@@H](CC(=O)O)C(=O)O